CN(C(OC1=C(C=C2C(=C(C(OC2=C1)=O)CC1=C(C(=CC=C1)NS(=O)(=O)CC)Cl)CN(C)C)Cl)=O)C 6-chloro-3-(2-chloro-3-(ethylsulfonamido)benzyl)-4-((dimethylamino)methyl)-2-oxo-2H-chromen-7-yl dimethylcarbamate